BrC1=NC=2N(C(N(C(C2N1C)=O)CCC1=CC(=C(C=C1)Cl)Cl)=O)C 8-bromo-1-(3,4-dichlorophenethyl)-3,7-dimethyl-3,7-dihydro-1H-purine-2,6-dione